O=C(C(=O)O)C(=O)O α-ketomalonic acid